N-(trans-4,4-difluoro-2-hydroxycyclohexyl)-7-(4-(1H-pyrazol-1-yl)benzyl)-2,3-dihydrofuro[3,2-b]pyridine-5-carboxamide FC1(C[C@H]([C@@H](CC1)NC(=O)C1=CC(=C2C(=N1)CCO2)CC2=CC=C(C=C2)N2N=CC=C2)O)F